2-(6-(3,3-difluoro-1,2,3,6-tetrahydropyridin-4-yl)-2-(3,6-dihydro-2H-pyran-4-yl)-5-ethyl-7-oxo-[1,2,4]triazolo[1,5-a]pyrimidin-4(7H)-yl)-N-(2-methyl-4-(trifluoromethyl)phenyl)acetamide FC1(CNCC=C1C1=C(N(C=2N(C1=O)N=C(N2)C=2CCOCC2)CC(=O)NC2=C(C=C(C=C2)C(F)(F)F)C)CC)F